BrC=1C=C2C=3C(CC(C3C1)=C)(CC2=C)O 6-bromo-1,4-dimethylene-1,2,3,4-tetrahydro-2aH-cyclopenta[cd]inden-2a-ol